(3S)-tert-butyl 3-methyl-6-(2-(1-methyl-2-oxopiperidin-4-yl)benzo[d]thiazol-5-yl)-3,4-dihydropyridine-1(2H)-carboxylate C[C@@H]1CN(C(=CC1)C=1C=CC2=C(N=C(S2)C2CC(N(CC2)C)=O)C1)C(=O)OC(C)(C)C